COC(C1=C(C=CC=C1)N1C(C(=CC=C1)N)=O)=O (3-amino-2-oxopyridin-1-yl)benzoic acid methyl ester